acetyl-piperidin-4-yl-N-(1,2,3,4-tetrahydronaphthalen-1-yl)-1,3-thiazole-4-carboxamide C(C)(=O)C1=C(N=C(S1)C1CCNCC1)C(=O)NC1CCCC2=CC=CC=C12